N-(4-{1-[(2,3-dimethoxyphenyl)carbonyl]piperidin-4-yl}butyl)-1H-pyrrolo[3,2-c]pyridine-2-carboxamide COC1=C(C=CC=C1OC)C(=O)N1CCC(CC1)CCCCNC(=O)C1=CC=2C=NC=CC2N1